FC1=C(C=CC=C1F)CNC1=NC(=NC(=N1)C=1C=C2C=CN(C2=CC1)C)N N4-[(2,3-difluorophenyl)methyl]-6-(1-methylindol-5-yl)-1,3,5-triazine-2,4-diamine